dichlorothia-pyridine cerium iodide hydrate O.[I-].[Ce+3].ClC1=C(SNC=C1)Cl.[I-].[I-]